5-amino-3,3-dimethylpentan-1-ol NCCC(CCO)(C)C